FC1(CN(CCC1)C1=CC(=C(N=N1)NC1C[C@@H]2[C@@H](CN(C2)CC2CCOCC2)C1)C(F)(F)F)F (3aR,5s,6aS)-N-(6-(3,3-difluoro-piperidin-1-yl)-4-(trifluoro-methyl)pyridazin-3-yl)-2-((tetrahydro-2H-pyran-4-yl)methyl)octahydro-cyclopenta[c]pyrrol-5-amine